7-tertiary butyl-1-bromopyrene C(C)(C)(C)C=1C=C2C=CC3=CC=C(C4=CC=C(C1)C2=C43)Br